CN(C(=O)C1CC2(C1)NC(OC2)=O)C2CC(C2)C2=CC(=CC=C2)C2(CC2)C(F)(F)F (2s,4S)-N-methyl-6-oxo-N-((1r,3R)-3-(3-(1-(trifluoromethyl)cyclopropyl)phenyl)cyclobutyl)-7-oxa-5-azaspiro[3.4]octane-2-carboxamide